C(C)C1=NNC(C=2N1C1=C(C2)C=CS1)=O 8-(ethyl)thieno[3',2':4,5]pyrrolo[1,2-d][1,2,4]triazin-5(6H)-one